8-((2,3-difluorophenyl)amino)-2-(4-methoxybenzyl)-7-(pyridin-4-yl)-3,4-dihydropyrrolo[1,2-a]pyrazin-1(2H)-one FC1=C(C=CC=C1F)NC=1C(=CN2C1C(N(CC2)CC2=CC=C(C=C2)OC)=O)C2=CC=NC=C2